(1R,2R,4S)-2-(trifluoromethyl)-2-((trimethylsilyl)oxy)-7-azabicyclo[2.2.1]heptane-7-carboxylic acid tert-butyl ester C(C)(C)(C)OC(=O)N1[C@H]2[C@@](C[C@@H]1CC2)(O[Si](C)(C)C)C(F)(F)F